3-benzoylamino-2-(3-methoxyphenyl)propionic acid C(C1=CC=CC=C1)(=O)NCC(C(=O)O)C1=CC(=CC=C1)OC